N12C=CCCCCNC2CCCC1 1,8-diazabicyclo(7.4.0)tridecene